C(C)(C)(C)[Si](C)(C)OCC1=C(C(=NC=C1)N1CC=2N=C(OC2C1)C)F tert-butyl-[[3-fluoro-2-(2-methyl-4,6-dihydropyrrolo[3,4-d]oxazol-5-yl)-4-pyridinyl]methoxy]-dimethyl-silane